6-(3-Methoxy-2-methylphenyl)-2-(5-methylpyrimidin-2-yl)-5,6,7,8-tetrahydrophthalazin-1(2H)-one COC=1C(=C(C=CC1)C1CC=2C=NN(C(C2CC1)=O)C1=NC=C(C=N1)C)C